COC(C1=CN=C(C=C1C1=C(C(=CC=C1)C#N)OC)C)=O 4-(3-cyano-2-methoxyphenyl)-6-methylnicotinic acid methyl ester